3-phenyl-propanamide C1(=CC=CC=C1)CCC(=O)N